2,3,3-triiodo-allyl alcohol IC(CO)=C(I)I